2-Amino-4-(butylamino)-6-(piperidin-4-ylmethyl)pyrido[4,3-d]pyrimidin-5(6H)-one NC=1N=C(C2=C(N1)C=CN(C2=O)CC2CCNCC2)NCCCC